tert-butyl (Z)-4-(N'-((3,3-difluorocyclobutane-1-carbonyl)oxy)carbamimidoyl)-4-(trifluoromethyl)piperidine-1-carboxylate FC1(CC(C1)C(=O)O\N=C(/N)\C1(CCN(CC1)C(=O)OC(C)(C)C)C(F)(F)F)F